1-[5-ethynyl-6-[(1S)-1-methoxyethyl]-3-pyridyl]-4-(2,2,2-trifluoroethyl)piperazine C(#C)C=1C=C(C=NC1[C@H](C)OC)N1CCN(CC1)CC(F)(F)F